3-(2-Methoxyethoxy)propylmethyl-bis(trimethylsilyloxy)silan COCCOCCC[Si](O[Si](C)(C)C)(O[Si](C)(C)C)C